(7R)-8-cyclopentyl-7-ethyl-5-methyl-2-[2-[2-[2-[2-(4-piperidyloxy)ethoxy]ethoxy]ethoxy]anilino]-7H-pteridin-6-one C1(CCCC1)N1[C@@H](C(N(C=2C=NC(=NC12)NC1=C(C=CC=C1)OCCOCCOCCOC1CCNCC1)C)=O)CC